[Cl-].[Cl-].CC=1C(C2=CC=CC(=C2C1)CC)[Zr+2] 2-methyl-4-ethylindenyl-zirconium dichloride